ClC=1C(=C(C(=CC1)F)[C@@H](N[S@](=O)C(C)(C)C)C12CCC(CC1)(C2)F)F (R)-N-((S)-(3-chloro-2,6-difluorophenyl)(4-fluorobicyclo[2.2.1]heptan-1-yl)methyl)-2-methylpropane-2-sulfinamide